ClC=1N=CC=2CCC3=C(C2C1F)NC1=C3C(N(CC1)C(=O)OC(C)(C)C)=O tert-butyl 2-chloro-1-fluoro-7-oxo-5,6,7,9,10,11-hexahydro-8H-pyrido[3',4':4,5]pyrrolo[2,3-f]isoquinoline-8-carboxylate